O=C1NC(CCC1N1C(N(C2=C1C=CC(=C2)C#CCOCCOCCNC(OCC2=CC=CC=C2)=O)C)=O)=O benzyl N-[2-[2-[3-[1-(2,6-dioxo-3-piperidyl)-3-methyl-2-oxo-benzimidazol-5-yl]prop-2-ynoxy]ethoxy]ethyl]carbamate